N=1SN=C2C1C=CC=C2S(=O)(=O)Cl 2,1,3-benzothiadiazole-4-sulfonyl chloride